N1=CN=CC(=C1)[C@@H]1[C@H]([C@H]2[C@@H]3C[C@@H]3[C@@H]1O2)C(=O)NC2=CC(=CC=C2)C(F)(F)F (1S,2S,4R,5R,6R,7S)-7-(pyrimidin-5-yl)-N-[3-(trifluoromethyl)phenyl]-8-oxatricyclo[3.2.1.02,4]octane-6-carboxamide